1-palmitoyl-2-[16-(acryloyloxy)palmitoyl]-sn-glycerol C(CCCCCCCCCCCCCCC)(=O)OC[C@@H](OC(CCCCCCCCCCCCCCCOC(C=C)=O)=O)CO